dimethylbis(3-(2-phenylpropyl)-1H-inden-1-yl)silane C[Si](C1C=C(C2=CC=CC=C12)CC(C)C1=CC=CC=C1)(C1C=C(C2=CC=CC=C12)CC(C)C1=CC=CC=C1)C